C(#N)C1(CC12CCC2)C(=O)NC=2C=CC(=NC2)C=2N=NN(C2NC(O[C@H](C)C=2C(=NC=CC2)Cl)=O)C (R)-1-(2-chloropyridin-3-yl)ethyl (4-(5-(1-cyanospiro[2.3]hexane-1-carboxamido)pyridin-2-yl)-1-methyl-1H-1,2,3-triazol-5-yl)carbamate